3-methyl-5-(2-oxo-3,4-dihydro-1H-quinolin-6-yl)triazole-4-carboxylic acid CN1N=NC(=C1C(=O)O)C=1C=C2CCC(NC2=CC1)=O